4-((1-(4-(2-(2-Aminopyridin-3-yl)-5,6-dimethyl-3H-imidazo[4,5-b]pyridin-3-yl)benzyl)piperidin-4-yl)(methyl-d3)amino)pyrimidine-2-carbonitrile NC1=NC=CC=C1C1=NC=2C(=NC(=C(C2)C)C)N1C1=CC=C(CN2CCC(CC2)N(C2=NC(=NC=C2)C#N)C([2H])([2H])[2H])C=C1